C(=O)(OC(C)(C)C)[C@](N)(CCCC(N)C(=O)OCC1=CC=CC=C1)C(=O)O alpha-Boc-epsilon-Cbz-L-lysine